FC=1C=C(CC2=CC(=NC=C2)N2N=CC=C2)C=C(C1)C(F)(F)F 1-(4-(3-fluoro-5-(trifluoromethyl)benzyl)pyridin-2-yl)-1H-pyrazole